FC(C(C(=O)N1C[C@H]2OC3=C([C@@H]1C2)C=CC=C3F)(C)C)F 3,3-difluoro-1-[(2S,5S)-9-fluoro-2,3-dihydro-2,5-methano-1,4-benzoxazepin-4(5H)-yl]-2,2-dimethylpropan-1-one